2-[tert-butyl-(diphenyl)silyl]oxyhex-5-enoic acid C(C)(C)(C)[Si](OC(C(=O)O)CCC=C)(C1=CC=CC=C1)C1=CC=CC=C1